CC=1C=CC2=C(C(OC(N2)=O)=O)C1 6-methyl-2,4-dihydro-1H-3,1-benzoxazine-2,4-dione